BrC1=CC=C(C2=CC=CC=C12)S(=O)(=O)NCC1=NC=CC=C1 4-Bromo-N-(pyridin-2-ylmethyl)naphthalin-1-sulfonamid